(4-methoxyphenyl)carbazole COC1=CC=C(C=C1)C1=CC=CC=2C3=CC=CC=C3NC12